tert-butyl 4-((6-chloro-3-(1H-indol-4-yl)pyridazin-4-ylamino)methyl)piperidine-1-carboxylate ClC1=CC(=C(N=N1)C1=C2C=CNC2=CC=C1)NCC1CCN(CC1)C(=O)OC(C)(C)C